C=1N=CN2C1C1=CC=CC=C1[C@@H]2[C@H]2[C@H](CCC2)O (1S,2S)-2-((S)-5H-imidazo[5,1-a]isoindol-5-yl)cyclopentan-1-ol